allyl-(ethoxy)dihexylsilane C(C=C)[Si](CCCCCC)(CCCCCC)OCC